N[C@@H](CC(C)C)C(=O)NCC(=O)N[C@@H](CC[Se]C)C(=O)N[C@@H](C)C(=O)O Leucyl-glycyl-selenomethionyl-alanine